NC1=C(C=2C(=NC=C(C2S1)F)C=1C2=C(C=3C=NC(=NC3C1Cl)N1C[C@@H](CC1)N1CCN(CC1)C)COC2)C#N 2-Amino-4-(5-chloro-3-((R)-3-(4-methylpiperazin-1-yl)pyrrolidin-1-yl)-7,9-dihydrofuro[3,4-f]quinazolin-6-yl)-7-fluorothieno[3,2-c]pyridine-3-carbonitrile